(3aR,6aR)-hexahydropyrrolo[3,4-b]pyrrol N1C=2[C@H](CC1)CNC2